(1R,2S)-1-phenyl-2-(pyrrolidin-1-yl)-propan-1-ol C1(=CC=CC=C1)[C@H]([C@H](C)N1CCCC1)O